C1(=CC=CC=C1)N1CCN(CC1)CCNS(=O)(=O)C1=CC=C(C=C1)C1=CC=CC=C1 N-(2-(4-phenylpiperazin-1-yl)ethyl)-[1,1'-biphenyl]-4-sulfonamide